(3aR,5S,6S,6aS)-5-[(4R)-2,2-dimethyl-1,3-dioxolan-4-yl]-6-fluoro-2,2-dimethyl-3a,5,6,6a-tetrahydrofuro[2,3-d][1,3]dioxole CC1(OC[C@@H](O1)[C@H]1[C@@H]([C@@H]2[C@@H](OC(O2)(C)C)O1)F)C